2,5,8,11,14,17,20,23,26,29,32,35,38,41,44,47,50,53,56,59,62,65,68,71-tetracosaoxatetraheptacontan-74-oate COCCOCCOCCOCCOCCOCCOCCOCCOCCOCCOCCOCCOCCOCCOCCOCCOCCOCCOCCOCCOCCOCCOCCOCCC(=O)[O-]